phenylbutyryl-L-leucyl-N-[(1S)-3-methyl-1-[[(2R)-2-methyl-epoxyethyl]carbonyl]butyl]-D-phenylalaninamide C1(=CC=CC=C1)CCCC(=O)N[C@@H](CC(C)C)C(=O)N[C@H](CC1=CC=CC=C1)C(=O)N[C@@H](CC(C)C)C(=O)C1[C@H](O1)C